2-(aminomethyl)-5-hydroxypyran-4-one NCC=1OC=C(C(C1)=O)O